COC(=O)C1=NC(=CC=C1C)N 6-amino-3-methylpyridine-2-carboxylic acid methyl ester